CSC(C)(C)S(=O)(=O)N1C(CCCC1)C=1NC(=CN1)C1=CC=C(C=C1)C 1-((2-(methylthio)propan-2-yl)sulfonyl)-2-(5-(p-tolyl)-1H-imidazol-2-yl)piperidine